CC1=C(C=C(C=C1)/C=C/C(=O)O)[N+](=O)[O-] (E)-3-(4-methyl-3-nitrophenyl)acrylic acid